morpholino-uracil O1CCN(CC1)C=1C(NC(NC1)=O)=O